4,5-dimethyl-2-oxo-imidazole CC1=NC(N=C1C)=O